C1(=CC=CC=C1)C=1OC(=CN1)B(O)O 2-PHENYLOXAZOL-5-YLBORONIC ACID